[Fe].[Ag].[Sn] tin-silver-iron